Dodecanoic acid, pentachlorophenyl ester C(CCCCCCCCCCC)(=O)OC1=C(C(=C(C(=C1Cl)Cl)Cl)Cl)Cl